(2S)-1-(1H-tetrazol-1-yl)propan-2-ol N1(N=NN=C1)C[C@H](C)O